C(=O)(O)CCN1C(C2=CC=CC=C2C1=O)=O N-carboxyethyl-isoindolin-1,3-dione